(2H-benzotriazole-2-yl)-4-hydroxy-5-tert-butylphenyl-propionic acid N=1N(N=C2C1C=CC=C2)C(C(=O)O)(C)C2=CC=C(C(=C2)C(C)(C)C)O